ClC=1N=C(N2N=C(N=CC21)N[C@@H]2[C@@H](CN(CC2)S(=O)(=O)C)F)C2(CCC2)C(C)O 1-[1-(5-chloro-2-{[(3R,4S)-3-fluoro-1-methanesulfonylpiperidin-4-yl]amino}imidazo[4,3-f][1,2,4]triazin-7-yl)cyclobutyl]ethanol